tert-Butyl-4-(5-(4,4,5,5-tetramethyl-1,3,2-dioxaborolan-2-yl)quinolin-2-yl)piperazine C(C)(C)(C)N1CCN(CC1)C1=NC2=CC=CC(=C2C=C1)B1OC(C(O1)(C)C)(C)C